N-ethyl-N-phenethyl-3-((4'-(5-(trifluoromethyl)-1,2,4-oxadiazol-3-yl)-[2,2'-bipyridyl]-5-yl)oxy)propan-1-amine C(C)N(CCCOC=1C=CC(=NC1)C1=NC=CC(=C1)C1=NOC(=N1)C(F)(F)F)CCC1=CC=CC=C1